(3E,4S)-3-[2-(dimethylamino)ethylidene]-1-[4-({2-fluoro-5-methyl-4-[(1-methyl-1,2,3-benzotriazol-5-yl)oxy]phenyl}amino)pyrido[3,4-d]pyrimidin-6-yl]-4-methylpyrrolidin-2-one CN(C\C=C/1\C(N(C[C@H]1C)C1=CC2=C(N=CN=C2NC2=C(C=C(C(=C2)C)OC2=CC3=C(N(N=N3)C)C=C2)F)C=N1)=O)C